C(CCCCP(C1=CC=CC=C1)C1=CC=CC=C1)P(C1=CC=CC=C1)C1=CC=CC=C1 1,5-pentanediylbis[diphenylphosphine]